[O-]C1C(=C(CCCC1)C1=CCCCCC1)S(=O)(=O)N oxidobicycloheptenesulfonamide